C(C)N(CC)[Si](F)(F)N(CC)CC bis-diethylamino-difluoro-silane